C(C1=CC=CC=C1)(=O)O.C(C1=CC=CC=C1)(=O)O benzoic acid, benzoic acid Salt